ClC=1C(=NC2=CC(=C(N=C2C1Cl)C=1C=NC(=CC1)CP(=O)(C)C)F)C 3,4-dichloro-6-{6-[(dimethylphosphoryl)methyl]pyridin-3-yl}-7-fluoro-2-methyl-1,5-naphthyridine